N-((1-((3-((5-ethyl-2-methoxyphenyl)sulfonamido)-4-methoxybenzo[d]isoxazol-6-yl)methyl)-1H-pyrazol-4-yl)methyl)-2-fluoropropanamide C(C)C=1C=CC(=C(C1)S(=O)(=O)NC1=NOC2=C1C(=CC(=C2)CN2N=CC(=C2)CNC(C(C)F)=O)OC)OC